(3-(quinazolin-4-yloxy)propyl)morpholine N1=CN=C(C2=CC=CC=C12)OCCCN1CCOCC1